Cl.CC1NCC1 2-methylazetidine hydrochloride